C(CCCCC(=O)OC1CC(N(C(C1)(C)C)OCC(C)(C)O)(C)C)(=O)OC1CC(N(C(C1)(C)C)OCC(C)(C)O)(C)C bis(1-(2-hydroxy-2-methylpropoxy)-2,2,6,6-tetramethyl-piperidin-4-yl) adipate